CC1=C(C=CC(=C1N)C)N 2,4-dimethyl-m-phenylenediamine